(R)-9-(Methylsulfonyl)-3-(naphthalen-1-ylmethyl)-4-oxo-2,3,4,9-tetrahydro-1H-carbazole-3-carbonitrile CS(=O)(=O)N1C2=CC=CC=C2C=2C([C@@](CCC12)(C#N)CC1=CC=CC2=CC=CC=C12)=O